(E)-ethyl 4-((2-morpholinopyridin-4-yl)amino)-4-oxobut-2-enoate O1CCN(CC1)C1=NC=CC(=C1)NC(/C=C/C(=O)OCC)=O